Cyclobutyl-(2-(5-(3-fluorophenyl)-1H-imidazol-2-yl)piperidin-1-yl)methanone C1(CCC1)C(=O)N1C(CCCC1)C=1NC(=CN1)C1=CC(=CC=C1)F